Methyl 3-(3-(4-(3-(4-(trifluoromethyl)phenyl)ureido)phenoxy)azetidin-1-yl)-2-(1H-pyrrol-1-yl)benzoate FC(C1=CC=C(C=C1)NC(NC1=CC=C(OC2CN(C2)C=2C(=C(C(=O)OC)C=CC2)N2C=CC=C2)C=C1)=O)(F)F